2-oxo-6,9,12-trioxa-3-azapentadecane-15-oate O=C(C)NCCOCCOCCOCCC(=O)[O-]